6-(1-(2,2-difluoroethyl)-4-(3-(trifluoromethyl)phenyl)-1H-imidazol-5-yl)imidazo[1,2-b]pyridazine-3-carbonitrile FC(CN1C=NC(=C1C=1C=CC=2N(N1)C(=CN2)C#N)C2=CC(=CC=C2)C(F)(F)F)F